OC=1C=C(C=CC1)[C@@H]1C(=C(NC=2C[C@H](CC(C12)=O)C1=C(C=CC=C1)OC)C)C(=O)OC1COCC1 tetrahydrofuran-3-yl (4S,7R)-4-(3-hydroxyphenyl)-7-(2-methoxyphenyl)-2-methyl-5-oxo-1,4,5,6,7,8-hexahydroquinoline-3-carboxylate